(Cyclohexylmethoxy)chroman-4-amine C1(CCCCC1)COC1OC2=CC=CC=C2C(C1)N